CC1=CC=2N(N=C1)C(C(=C(N2)C(F)(F)F)C=2C=NN(C2)CC(C(F)(F)F)(F)F)=O 8-methyl-3-[1-(2,2,3,3,3-pentafluoropropyl)-1H-pyrazol-4-yl]-2-(trifluoromethyl)-4H-pyrimido[1,2-b]pyridazin-4-one